[N+](=O)([O-])C1=NC(=NC=C1)N1CCC(CC1)C(F)(F)F nitro-2-(4-(trifluoromethyl)piperidin-1-yl)pyrimidine